N[C@H](C)C=1C=C(C=C2C(C(=C(OC12)N1CC2=CC=C(C=C2C1)F)C)=O)C 8-[(1R)-1-aminoethyl]-2-(5-fluoroisoindolin-2-yl)-3,6-dimethyl-chromen-4-one